F[C@@H]1C[C@H](N(C1)C(CC1=CN=NN1)=O)C(=O)N[C@@H](C1=CC(=CC=C1)C1=CN=CO1)C1=NC(=C(C=C1)C(C)C)F |o1:17| (2S,4R)-4-fluoro-N-[(S) or (R)-[6-fluoro-5-(propan-2-yl)pyridin-2-yl][3-(1,3-oxazol-5-yl)phenyl]methyl]-1-[2-(1H-1,2,3-triazol-5-yl)acetyl]pyrrolidine-2-carboxamide